ClC1=C(C(=O)N2COC3=C(C2)C=CC=C3C3=CC(=C(C(=O)O)C=C3F)N3C2COCC3CC2)C(=CC(=C1)N1[C@@H](CN(CC1)C)C)Cl 4-[3-[2,6-Dichloro-4-[(2R)-2,4-dimethylpiperazin-1-yl]benzoyl]-2,4-dihydro-1,3-benzoxazin-8-yl]-5-fluoro-2-(3-oxa-8-azabicyclo[3.2.1]oct-8-yl)benzoic acid